(S)-N-(3-(5-Fluoro-2-((2-fluoro-3-(methylsulfonyl)phenyl)amino)pyrimidin-4-yl)-1H-indol-7-yl)-2-(4-methyl-1,4-diazepan-1-yl)butanamid FC=1C(=NC(=NC1)NC1=C(C(=CC=C1)S(=O)(=O)C)F)C1=CNC2=C(C=CC=C12)NC([C@H](CC)N1CCN(CCC1)C)=O